[2-(2-ethoxy)-ethoxyethyl]-biguanide chloride [Cl-].CCOCCOCCNC(=N)NC(=N)N